(1S,3R)-1-(2,6-difluoro-4-((1-(3-fluoropropyl)azetidin-3-yl)oxy)phenyl)-2-(2,2-difluoropropyl)-3-methyl-1,2,3,4-tetrahydroisoquinoline-6-carboxylic acid FC1=C(C(=CC(=C1)OC1CN(C1)CCCF)F)[C@H]1N([C@@H](CC2=CC(=CC=C12)C(=O)O)C)CC(C)(F)F